acryloyloxy-butyl phosphate P(=O)(OCCCCOC(C=C)=O)([O-])[O-]